O[C@H]1CC[C@@H](CCC1)C=1C=C2C(=NC1)NC(N2C2CCN(CC2)C(C2=CC=C(C=C2)OC(F)(F)F)=O)=O |r| (rac)-trans-6-[(4R)-4-hydroxycycloheptyl]-1-[1-[4-(trifluoromethoxy)benzoyl]-4-piperidyl]-3H-imidazo[4,5-b]pyridin-2-one